IC=1C=CC(=C(C1)N1CCC2(CC2)CC1)C=1N=CN(C1)C1=NC(=NC(=C1)C)S(=O)C 6-{5-iodo-2-[1-(2-methanesulfinyl-6-methylpyrimidin-4-yl)-1H-imidazol-4-yl]phenyl}-6-azaspiro[2.5]octane